(1-methoxy-2-methyl-2-propoxy)zirconium COCC(C)(O[Zr])C